C1(=CC=CC=C1)N1C(=NC2=C1C=CC=C2)C2=CC(=CC(=C2)C2=NC1=C(N2C2=CC=CC=C2)C=CC=C1)C1=NC2=C(N1C1=CC=CC=C1)C=CC=C2 1,3,5-tris(N-phenyl-1H-benzo[d]imidazole-2-yl)benzene